4-((1,3-bis(dodecanoyloxy)propan-2-yl)oxy)-4-oxobutanoic acid C(CCCCCCCCCCC)(=O)OCC(COC(CCCCCCCCCCC)=O)OC(CCC(=O)O)=O